(oxetan-2-ylmethyl)-1H-imidazo[4,5-c]pyridine-6-carboxylic acid O1C(CC1)CN1C=NC=2C=NC(=CC21)C(=O)O